5-(2-aminoethyl)-1,3-oxazolidin-2-one NCCC1CNC(O1)=O